C(C1=CC=CC=C1)OC(C(N)(CCCCNC(=O)N1N=CC(=N1)C=1N(C=CC1)C)C(=O)OCC1=CC=CC=C1)=O 2-((benzyloxy)carbonyl)-N6-(4-(1-methyl-1H-pyrrol-2-yl)-2H-1,2,3-triazole-2-carbonyl)-L-lysine benzyl ester